methyllithium fluorophosphate P(=O)(O)(O)F.C[Li]